(S)-N-[(R)-[4,5-dichloro-2-(prop-2-en-1-yloxy)phenyl]([1-[(2S)-5-oxomorpholine-2-carbonyl]piperidin-4-yl])methyl]-2-methylpropane-2-sulfinamide ClC1=CC(=C(C=C1Cl)[C@H](N[S@@](=O)C(C)(C)C)C1CCN(CC1)C(=O)[C@@H]1CNC(CO1)=O)OCC=C